hexanoic acid hydroxyamide ONC(CCCCC)=O